ethyl (S)-3-(1-(8-amino-1-methylimidazo[1,5-a]pyrazin-3-yl) ethyl)-5-chloro-6-fluoro-2-hydroxybenzoate NC=1C=2N(C=CN1)C(=NC2C)[C@@H](C)C=2C(=C(C(=O)OCC)C(=C(C2)Cl)F)O